(5S,8S,11S)-1-(9H-fluoren-9-yl)-5,8,11-trimethyl-3,6,9,12-tetraoxo-2,15-dioxa-4,7,10,13-tetraazaheptadecan-17-oic acid C1=CC=CC=2C3=CC=CC=C3C(C12)COC(N[C@H](C(N[C@H](C(N[C@H](C(NCOCC(=O)O)=O)C)=O)C)=O)C)=O